NC1(CC1)CC1C[C@H](N(C1=O)C(=O)OC)C(=O)[O-] methyl (2S)-4-[(1-aminocyclopropyl)methyl]-5-oxo-pyrrolidine-1,2-dicarboxylate